C1(CC1)C=1OC(=CN1)C(=O)NC12CC(C1)(C2)NC(COC2=CC1=C(OC(O1)(F)F)C=C2)=O 2-cyclopropyl-N-(3-{2-[(2,2-difluoro-2H-1,3-benzodioxol-5-yl)oxy]acetamido}bicyclo[1.1.1]pent-1-yl)-1,3-oxazole-5-carboxamide